BrC1=CC=CC=2C=3N(C(=NC12)N[C@@H]1C(NCCCC1)=O)N=C(N3)C3=C(C=C(C=C3)OC)C(F)(F)F (3S)-3-({7-bromo-2-[4-methoxy-2-(trifluoromethyl)phenyl][1,2,4]triazolo[1,5-c]quinazolin-5-yl}amino)azepan-2-one